3-(4-(fluoromethoxy)-2-methylphenoxy)-N-(3-(methylsulfonyl)phenyl)-6-(trifluoromethyl)pyridazine-4-carboxamide FCOC1=CC(=C(OC=2N=NC(=CC2C(=O)NC2=CC(=CC=C2)S(=O)(=O)C)C(F)(F)F)C=C1)C